2,5-dihydro-pyrrole hydrochloride Cl.N1CC=CC1